2-(3-hydroxy-3-methylbutyl)-N-(1-methylazetidin-3-yl)-6-(6-(trifluoromethyl)picolinamido)imidazo[1,2-a]pyridine-7-carboxamide OC(CCC=1N=C2N(C=C(C(=C2)C(=O)NC2CN(C2)C)NC(C2=NC(=CC=C2)C(F)(F)F)=O)C1)(C)C